3-Acryloxypropyltrimethoxysilane C(C=C)(=O)OCCC[Si](OC)(OC)OC